ClCCCCCC(=O)[O-] 6-chlorohexanoate